BrC1=C(C=CC=C1COC1=CC(=C(C=O)C=C1Cl)OCC=1C=NC=CC1)C1=C(C(=CC=C1)C=1OC(=NN1)CO)C 4-((2-bromo-3'-(5-(hydroxymethyl)-1,3,4-oxadiazol-2-yl)-2'-methyl-[1,1'-biphenyl]-3-yl)methoxy)-5-chloro-2-(pyridin-3-ylmethoxy)benzaldehyde